BrC1=CC(=CC=C1)OC(F)(F)F 1-bromo-3-(trifluoromethoxy)benzene